cyclopropyl-1'-((5-fluoro-2-methyl-3-oxo-8-(prop-1-en-1-yl)-3,4-dihydroquinoxalin-6-yl)methyl)-1',2',3',6'-tetrahydro-[3,4'-bipyridine]-6-carboxamide C1(CC1)C1=NC(=CC=C1C=1CCN(CC1)CC=1C(=C2NC(C(=NC2=C(C1)C=CC)C)=O)F)C(=O)N